5-[6-(2,6-Diazaspiro[3.3]heptan-2-yl)-3-pyridyl]-3-[3-[[ethyl(methyl)sulfamoyl]amino]-2,6-difluoro-benzoyl]-1H-pyrrolo[2,3-b]pyridine C1N(CC12CNC2)C2=CC=C(C=N2)C=2C=C1C(=NC2)NC=C1C(C1=C(C(=CC=C1F)NS(N(C)CC)(=O)=O)F)=O